N1(N=CC=C1)C1=CC(=C2C=CC=NC2=C1)C1(CC1)NC(C1=C(C=CC(=C1)OC[C@H]1N(CC1)C)C)=O (S)-N-(1-(7-(1H-Pyrazol-1-yl)quinolin-5-yl)cyclopropyl)-2-methyl-5-((1-methylazetidin-2-yl)methoxy)benzamide